4-(6-bromoimidazo[1,2-a]pyrazin-3-yl)benzonitrile BrC=1N=CC=2N(C1)C(=CN2)C2=CC=C(C#N)C=C2